FC(C1=NC=CC(=C1)C=1C=NN2C1N=CC(=C2)CN2CCC1(CCOCC1)CC2)(F)F 9-((3-(2-(Trifluoromethyl)pyridin-4-yl)pyrazolo[1,5-a]pyrimidin-6-yl)methyl)-3-oxa-9-azaspiro[5.5]undecane